O[C@H]1CN(CC1)C(CNC(=O)C1=CC2=C(N(C(=N2)NC=2SC3=C(N2)C=CC(=C3)Cl)CCOC)C=C1)=O 2-(6-Chloro-benzothiazol-2-ylamino)-1-(2-methoxy-ethyl)-1H-benzoimidazole-5-carboxylic acid [2-((R)-3-hydroxy-pyrrolidin-1-yl)-2-oxo-ethyl]-amide